tert-butyl 3-(6-methyl-4-(1-methyl-1H-pyrazol-4-yl)pyridin-2-yl)azetidine-1-carboxylate CC1=CC(=CC(=N1)C1CN(C1)C(=O)OC(C)(C)C)C=1C=NN(C1)C